C(C)(=O)OCCOCCCCCN(CCOC1=CC=C(C=C1)OC1=C(C=CC2=CC(=CC=C12)O)C1=CC=C(C=C1)S(=O)(=O)C)CC 2-((5-(ethyl(2-(4-((6-hydroxy-2-(4-(methylsulfonyl)phenyl)naphthalen-1-yl)oxy)phenoxy)ethyl) Amino)pentyl)oxy)ethyl acetate